((3S,4S)-3-methyl-8-(5-methyl-4-oxo-1-(tetrahydro-2H-pyran-2-yl)-4,5-dihydro-1H-pyrazolo[3,4-d]pyrimidin-6-yl)-2-oxa-8-azaspiro[4.5]decan-4-yl)carbamic acid tert-butyl ester C(C)(C)(C)OC(N[C@@H]1[C@@H](OCC12CCN(CC2)C=2N(C(C1=C(N2)N(N=C1)C1OCCCC1)=O)C)C)=O